(R)-(1,3-dimethyl-azetidin-3-yl)-(4-isopropyl-phenyl)-[5-(5-methyl-tetrahydro-furan-2-yl)-pyridin-3-yl]-methanol CN1CC(C1)(C)[C@@](O)(C=1C=NC=C(C1)C1OC(CC1)C)C1=CC=C(C=C1)C(C)C